(5-((4-chlorobenzyl)oxy)-1,3,4-thiadiazol-2-yl)-3-(2-(difluoromethoxy)phenyl)isonicotinamide ClC1=CC=C(COC2=NN=C(S2)C=2C(=C(C(=O)N)C=CN2)C2=C(C=CC=C2)OC(F)F)C=C1